FC=1C(NC(N(C1)C1OC(C(C1)O)CO)=O)=O 5-Fluoro-1-[4-hydroxy-5-(hydroxymethyl)tetrahydrofuran-2-yl]-1H-pyrimidine-2,4-dione